FC1=C(C(=CC=C1)F)C1=CC(=CC2=C1C(=NO2)N2C(N1C(=C2)C([C@@H](C1)NS(=O)(=O)CC)(F)F)=O)C N-{(6R)-2-[4-(2,6-difluorophenyl)-6-methyl-1,2-benzoxazol-3-yl]-7,7-difluoro-3-oxo-2,5,6,7-tetrahydro-3H-pyrrolo[1,2-c]imidazol-6-yl}ethanesulfonamide